5-(piperidin-4-yl)-4-propoxypyridin-2-amine dihydrochloride Cl.Cl.N1CCC(CC1)C=1C(=CC(=NC1)N)OCCC